C12(CC3CC(CC(C1)C3)C2)NC(=O)N Adamantyl-urea